4-aminophenylethane ethyl-2-(5-(3-bromophenyl)-2-(cyclopropylmethyl)-1H-pyrrol-3-yl)-5-chlorothiazole-4-carboxylate C(C)OC(=O)C=1N=C(SC1Cl)C1=C(NC(=C1)C1=CC(=CC=C1)Br)CC1CC1.NC1=CC=C(C=C1)CC